FC=1C=2N(C=C(C1)NC(=O)C1=CC=C(C3=C1N=CN3)N3C[C@H](N([C@H](C3)C)C(=O)OC(C)(C)C)C)C=C(N2)C tert-butyl (2R,6S)-4-[7-((8-fluoro-2-methylimidazo[1,2-a]pyridin-6-yl)carbamoyl)-3H-1,3-benzodiazol-4-yl]-2,6-dimethylpiperazine-1-carboxylate